methyl 5-amino-4-bromo-2-carbamoyl-1-benzofuran-6-carboxylate NC=1C(=CC2=C(C=C(O2)C(N)=O)C1Br)C(=O)OC